7-(1-(2H-tetrazol-5-yl)ethyl)-3-(3-fluoro-4-((methylsulfonyl)methyl)phenyl)-1H-indole-2-carboxylic acid N=1NN=NC1C(C)C=1C=CC=C2C(=C(NC12)C(=O)O)C1=CC(=C(C=C1)CS(=O)(=O)C)F